OC1=C(C(=O)O)C=CC=C1[N+](=O)[O-] 2-hydroxy-3-nitrobenzoic acid